C(C)C1=CC(=C2CCCNC2=C1)C1(CC1)NC(=O)C=1C=C(OC[C@H]2N(CC2)C(=O)OC(C)(C)C)C=CC1C tert-butyl (S)-2-((3-((1-(7-ethyl-1,2,3,4-tetrahydro quinolin-5-yl)cyclopropyl)carbamoyl)-4-methylphenoxy)methyl)azetidine-1-carboxylate